C(C)(C)N[SiH](CC)CC isopropylaminodiethyl-silane